ClC=1C(=NC(=NC1)NC1=C(C=C(C(=O)N(C)C2CC3=CC=CC=C3C2)C=C1)OC)C=1C=NN(C1)C(C)C 4-((5-chloro-4-(1-isopropyl-1H-pyrazol-4-yl)pyrimidin-2-yl)amino)-N-(2,3-dihydro-1H-inden-2-yl)-3-methoxy-N-methylbenzamide